ethyl 3-(4-cyanophenyl)-1-(4-methoxyphenyl)-1H-pyrazole-4-carboxylate C(#N)C1=CC=C(C=C1)C1=NN(C=C1C(=O)OCC)C1=CC=C(C=C1)OC